Cis-racemic-benzyl-5-((tert-butoxycarbonyl)amino)-2-((S)-1-((tert-butyldimethylsilyl)oxy)eth-yl)piperidine-1-carboxylate C(C1=CC=CC=C1)OC(=O)N1[C@H](CC[C@H](C1)NC(=O)OC(C)(C)C)[C@H](C)O[Si](C)(C)C(C)(C)C |r|